FC=1C=C2C(NN=C(C2=CC1F)[C@@H](C)N(C(=O)C=1NC2=CC=CC=C2C1)CC)=O |r| Racemic-N-(1-(6,7-difluoro-4-oxo-3,4-dihydrophthalazin-1-yl)ethyl)-N-ethyl-1H-indole-2-carboxamide